3-cyclopropyl-N-((S)-(4,4-difluorocyclohexyl)(5-((S)-2-methoxy-1-((S)-2-oxo-4-(trifluoromethyl)imidazolidin-1-yl)ethyl)benzo[d]oxazol-2-yl)methyl)isoxazole-4-carboxamide C1(CC1)C1=NOC=C1C(=O)N[C@H](C=1OC2=C(N1)C=C(C=C2)[C@@H](COC)N2C(N[C@@H](C2)C(F)(F)F)=O)C2CCC(CC2)(F)F